ClC1=C(C(=O)NC=2C=C3C=C(N(C3=CC2)CCC)C(=O)NC2=CC=C(C=C2)C(F)(F)F)C=C(C=C1)CNC(C(C)C)=O 5-(2-chloro-5-(isobutyrylaminomethyl)benzoylamino)-1-propyl-N-(4-(trifluoromethyl)phenyl)-1H-indole-2-carboxamide